9,9-dimethyl-N-(3-(naphthalen-1-yl)phenyl)-9H-fluoren-2-amine CC1(C2=CC=CC=C2C=2C=CC(=CC12)NC1=CC(=CC=C1)C1=CC=CC2=CC=CC=C12)C